(6aR)-N-((R)-sec-butyl)-7-(2-methoxyphenethyl)-4,6,6a,7,8,9-hexahydroindolo[4,3-fg]quinoline-9-carboxamide [C@@H](C)(CC)NC(=O)C1CN([C@@H]2CC=3C4=C(C2=C1)C=CC=C4NC3)CCC3=C(C=CC=C3)OC